2-[(6R)-6-fluoro-6,7-dihydro-5H-pyrrolo[1,2-c]imidazol-1-yl]-2-[4-fluoro-1-oxo-6-(4-piperazin-1-ylphenyl)isoindol-2-yl]-N-thiazol-2-yl-acetamide hydrochloride Cl.F[C@@H]1CC=2N(C=NC2C(C(=O)NC=2SC=CN2)N2C(C3=CC(=CC(=C3C2)F)C2=CC=C(C=C2)N2CCNCC2)=O)C1